N-(cis-2-(biphenyl-3-ylmethyl)-1-isobutyrylpyrrolidin-3-yl)-1-chloromethanesulfonamide C1(=CC(=CC=C1)C[C@@H]1N(CC[C@@H]1NS(=O)(=O)CCl)C(C(C)C)=O)C1=CC=CC=C1